2-(3-((4s,6s)-6-(4-methyl-4H-1,2,4-triazol-3-yl)-1-oxaspiro[3.3]heptane-6-yl)phenyl)-6-(((1-methylcyclobutyl)amino)methyl)-4-(trifluoromethyl)isoindolin-1-one CN1C(=NN=C1)C1(CC2(CCO2)C1)C=1C=C(C=CC1)N1C(C2=CC(=CC(=C2C1)C(F)(F)F)CNC1(CCC1)C)=O